CC1=C(C=NC(=C1)N1CCN(CC1)C)NC1=NC=C(C(=C1)NCCCNC(=O)C1CCC1)C(F)(F)F N-(3-((2-((4-methyl-6-(4-methylpiperazin-1-yl)pyridin-3-yl)amino)-5-(trifluoromethyl)pyridin-4-yl)amino)propyl)cyclobutanecarboxamide